4-((((((2R,3S,5R)-5-(6-amino-2-fluoro-9H-purin-9-yl)-2-ethynyl-2-(hydroxymethyl)tetrahydrofuran-3-yl)oxy)carbonyl)oxy)methyl)phenyl tetradecanoate C(CCCCCCCCCCCCC)(=O)OC1=CC=C(C=C1)COC(=O)O[C@@H]1[C@](O[C@H](C1)N1C2=NC(=NC(=C2N=C1)N)F)(CO)C#C